NC(C=NCCC)CC N-(2-aminobutylidene)propylamine